N,N'-bis(2-aminoethyl)-1,2-ethanediamine dihydrochloride Cl.Cl.NCCNCCNCCN